C(C)(C)(C)OC(=O)N(C(OC(C)(C)C)=O)CCC1=C(C=CC=2C3=CC(=CC=C3N(C12)S(=O)(=O)C1=CC=C(C)C=C1)Cl)NC1=CC=C(C=C1)Cl tert-Butyl (tert-butoxycarbonyl)(2-(6-chloro-2-((4-chlorophenyl)amino)-9-tosyl-9H-carbazol-1-yl)ethyl)carbamate